NC1=CC(=NC=N1)C=1C=C(C#N)C=CC1 3-(6-aminopyrimidin-4-yl)benzonitrile